5-bromo-N-(1,1-dioxotetrahydrothiophen-3-yl)-1H-indazole-3-carboxamide BrC=1C=C2C(=NNC2=CC1)C(=O)NC1CS(CC1)(=O)=O